OC1=C(C=C(C=C1)C)C(C)(C)C=1C=C(C=CC1O)C 2,2-bis(4-hydroxy-3-tolyl)propane